1-ethyl-4-(piperidin-4-yl)-1,4-dihydropyrido[2,3-b]Pyrazine-2,3-dione C(C)N1C2=C(N(C(C1=O)=O)C1CCNCC1)N=CC=C2